L(+)-Erythrose C([C@@H]([C@@H](C=O)O)O)O